CN1N=CC(=C1)CC(=O)OC(C(=O)C1=CC=C(C=C1)O)C 1-(4-Hydroxyphenyl)-1-oxopropan-2-yl 2-(1-methyl-1H-pyrazol-4-yl)acetate